[C@H]12CN(C[C@H](CC1)N2)C(=O)N (1R,5S)-3,8-diazabicyclo[3.2.1]octane-3-carboxamide